CC([Sn](C)(OC(CCCCCC(C)(C)C)=O)OC(CCCCCC(C)(C)C)=O)C dimethyl-di[(neodecanoyl)oxy]dimethyl-tin